N-(4-((4-((2-methyl-1-propionyl-1,2,3,4-tetrahydroquinolin-4-yl)amino)phenyl)amino)-4-oxobut-2-yn-1-yl)benzamide Tert-butyl-4-chloro-2,3-dihydro-1H-pyrrolo[2,3-b]pyridine-1-carboxylate C(C)(C)(C)OC(=O)N1CCC=2C1=NC=CC2Cl.CC2N(C1=CC=CC=C1C(C2)NC2=CC=C(C=C2)NC(C#CCNC(C2=CC=CC=C2)=O)=O)C(CC)=O